OCC1CCN(CC1)C1=CC=CC=2N(C(N(C21)C)=O)C2C(N(C(CC2)=O)CC2=CC=C(C=C2)OC)=O 3-[4-[4-(hydroxymethyl)-1-piperidyl]-3-methyl-2-oxo-benzimidazol-1-yl]-1-[(4-methoxyphenyl)methyl]piperidine-2,6-dione